C(#N)N1[C@H]([C@@H](CC1)F)C(=O)N(C1=CC=C(C=C1)S(F)(F)(F)(F)F)C(C(=O)NC1CCC(CC1)(F)F)C=1C=NC=C(C1)F (2S,3R)-1-cyano-N-[2-[(4,4-difluorocyclohexyl)amino]-1-(5-fluoro-3-pyridyl)-2-oxo-ethyl]-3-fluoro-N-[4-(pentafluoro-λ6-sulfanyl)phenyl]pyrrolidine-2-carboxamide